8-fluoro-12-(4-methylpiperazin-1-yl)-6H-[1]benzothieno[2,3-b][1,5]benzodiazepine FC1=CC2=C(N=C(C3=C(N2)SC2=C3C=CC=C2)N2CCN(CC2)C)C=C1